2-((1-(1-(tetrahydro-2H-pyran-2-yl)-1H-indazol-4-yl)-1H-1,2,3-triazol-4-yl)methyl)imidazo[1,2-a]pyridine-6-carbaldehyde O1C(CCCC1)N1N=CC2=C(C=CC=C12)N1N=NC(=C1)CC=1N=C2N(C=C(C=C2)C=O)C1